4-Amino-3-[6-(5-fluoro-2-methylphenyl)pyridin-3-ylazo]naphthalene-1-sulfonic acid NC1=C(C=C(C2=CC=CC=C12)S(=O)(=O)O)N=NC=1C=NC(=CC1)C1=C(C=CC(=C1)F)C